O1C(OCC1)CCCCOC=1C=C2C(N(C(C2=CC1)=O)C1C(NC(CC1)=O)=O)=O 5-[4-(1,3-dioxolan-2-yl)butoxy]-2-(2,6-dioxopiperidin-3-yl)isoindole-1,3-dione